O=C1N(CC2=CC(=CC=C12)O[C@H]1[C@@H](CCC1)N1CC(C1)C=1C=NC=CC1)N1C(CCCC1=O)=O (1-oxo-5-(((trans)-2-(3-(pyridin-3-yl)azetidin-1-yl)cyclopentyl)oxy)isoindolin-2-yl)piperidine-2,6-dione